(1-methyl-4-piperidinyl)-7-morpholino-5-[3-(m-tolyl)pyrazol-1-yl]pyrazolo[1,5-a]pyrimidine-2-carboxamide CN1CCC(CC1)C=1C(=NN2C1N=C(C=C2N2CCOCC2)N2N=C(C=C2)C=2C=C(C=CC2)C)C(=O)N